C(C)OC1=C(C2=C(C3=C(S2)C(=CC=C3)F)C=C1)F 7-ethoxy-4,6-difluorodibenzo[b,D]thiophene